C(C)(C)(C)C1=CC=C(C(=N1)S(=O)(=O)N)OC 6-(tert-butyl)-3-methoxypyridine-2-sulfonamide